C(C)(C)C1=NN=C(O1)C=1SC=CC1NC(CC1=CC=C(C=C1)OC)=O N-(2-(5-Isopropyl-1,3,4-oxadiazol-2-yl)thiophen-3-yl)-2-(4-methoxyphenyl)-acetamide